N-hydroxy-2-(quinolin-2-yl)isoindoline-4-carboxamide ONC(=O)C=1C=2CN(CC2C=CC1)C1=NC2=CC=CC=C2C=C1